1,3-dibromo-5-methoxy-2-nitro-benzene BrC1=C(C(=CC(=C1)OC)Br)[N+](=O)[O-]